(S)-di-tert-butyl (5-(6-cyclopropyl-1H-indole-2-carboxamido)pentane-1,4-diyl)dicarbamate C1(CC1)C1=CC=C2C=C(NC2=C1)C(=O)NC[C@H](CCCNC(OC(C)(C)C)=O)NC(OC(C)(C)C)=O